FCC(OC=1C=C2C(N(C(N(C2=CC1)C1CCN(CC1)C=O)=O)CC1=NN(C(=C1)C1=CC=CC=C1)C)=O)CF 4-{6-[2-fluoro-1-(fluoromethyl)ethoxy]-3-[(1-methyl-5-phenyl-1H-pyrazol-3-yl)methyl]-2,4-dioxo-3,4-dihydroquinazolin-1(2H)-yl}piperidine-1-carbaldehyde